5-(2-(2-methoxyethoxy)ethyl)-7-nitro-2-phenyl-1H-indole COCCOCCC=1C=C2C=C(NC2=C(C1)[N+](=O)[O-])C1=CC=CC=C1